(4-methoxyphenyl)-phenylmethyl ether COC1=CC=C(C=C1)C(C1=CC=CC=C1)OC(C1=CC=C(C=C1)OC)C1=CC=CC=C1